NCC1=CC(=C(N)C=C1)C(F)(F)F 4-(aminomethyl)-2-(trifluoromethyl)aniline